[C@@H]12NCC[C@H]2N(C1)C1=C(C=NC2=C(C(=NC=C12)C1=CC=CC2=CC=C(C(=C12)C#C)F)F)Cl 4-((1R,5R)-2,6-diazabicyclo[3.2.0]heptan-6-yl)-3-chloro-7-(8-ethynyl-7-fluoronaphthalen-1-yl)-8-fluoro-1,6-naphthyridine